C(CCC)N(C1=NC(=CC(=N1)N1CCN(CC1)C(=O)NCCOC)NC1=CC2=C(C=N1)C=NN2C(C)C)C 4-(2-[butyl(methyl)amino]-6-{[1-(propan-2-yl)-1H-pyrazolo[4,3-c]pyridin-6-yl]amino}pyrimidin-4-yl)-N-(2-methoxyethyl)piperazine-1-carboxamide